2-bromo-N-(6-oxo-1-phenyl-1,6-dihydropyridin-3-yl)benzamide BrC1=C(C(=O)NC2=CN(C(C=C2)=O)C2=CC=CC=C2)C=CC=C1